hexachlorocyclobutane ClC1(C(C(C1)(Cl)Cl)(Cl)Cl)Cl